CN(C1=CC=C(N=N1)C=1C(=CC2=CC(=CC=C2C1)O)O)C1CC(NC(C1)(C)C)(C)C 3-(6-(methyl(2,2,6,6-tetramethylpiperidin-4-yl)amino)pyridazin-3-yl)naphthalene-2,7-diol